N-lauroylsarcosine sodium hydrate O.[Na].C(CCCCCCCCCCC)(=O)N(C)CC(=O)O